[Si](C)(C)(C(C)(C)C)OC1=CC(=C(C=C1)N1CN(C2=CC(=CC=C2C1=O)C(F)(F)F)C1=C(C=C(C=C1)F)C)C 3-(4-((tert-butyldimethylsilyl)oxy)-2-methylphenyl)-1-(4-fluoro-2-methylphenyl)-7-(trifluoromethyl)-2,3-dihydroquinazolin-4(1H)-one